C1=C2C3=C(C(=NC2=CC=C1)C(=O)OCC)NC=1C=CC=CC13 Ethyl 7H-indolo[2,3-c]quinoline-6-carboxylate